(R)-4-((6'-Chloro-5-(2-hydroxypropan-2-yl)-[2,3'-bipyridin]-4'-yl)amino)butan-2-ol ClC1=CC(=C(C=N1)C1=NC=C(C=C1)C(C)(C)O)NCC[C@@H](C)O